4-amino-5-[(3,3-difluoroazetidin-1-yl)methyl]pyrrolo[2,1-f][1,2,4]triazin-7-yl-N-[(3R,4S)-4-fluoro-1-(3-fluorocyclobutanecarbonyl)pyrrolidin-3-yl]benzamide NC1=NC=NN2C1=C(C=C2C2=C(C(=O)N[C@@H]1CN(C[C@@H]1F)C(=O)C1CC(C1)F)C=CC=C2)CN2CC(C2)(F)F